COC(=O)C=1C=C2C(C=C(NC2=CC1)C1=CC=CC=C1)=O 4-oxo-2-phenyl-1,4-dihydroquinoline-6-carboxylic acid methyl ester